CC1=C(C=CC=C1C)C1=C(N=C(C=2N1N=CC2)N2CCC1(CC2)[C@@H](C=2C(=NC=CC2)C1)N)C (5S)-1'-[7-(2,3-dimethylphenyl)-6-methyl-pyrazolo[1,5-a]pyrazin-4-yl]spiro[5,7-dihydro-cyclopenta[b]pyridin-6,4'-piperidin]-5-amine